C(CC)C(CCC=C)CCCCCC 5-propyl-1-undecene